4-((5-butyrylamino-3-(5,5-dimethyl-1,3-dioxan-2-yl)-2-oxoindol-1-yl)methyl)-N-methylbenzamide C(CCC)(=O)NC=1C=C2C(C(N(C2=CC1)CC1=CC=C(C(=O)NC)C=C1)=O)C1OCC(CO1)(C)C